3-((4-(N-methylsulfonylamino)phenoxy)methyl)piperidine-1-carboxylic acid tert-butyl ester C(C)(C)(C)OC(=O)N1CC(CCC1)COC1=CC=C(C=C1)NS(=O)(=O)C